C(=O)(OCC1=CC=CC=C1)NCCC[C@H](N)C(=O)O N'-Cbz-L-ornithine